FC(S(=O)(=O)[O-])(F)F.C(C)(C)(C)C1=CC=C(C=C1)[I+]C1=CC=C(C=C1)C(C)(C)C bis(4-t-butyl-phenyl)iodonium trifluoromethanesulfonate